C(C)(C)(C)OC(=O)NC1=CC=CC(=N1)CN(CCCC1CN(CCC1)C(=O)OC(C)(C)C)CC1=CC=C(C=C1)OC tert-butyl 3-(3-(((6-((tert-butoxycarbonyl)amino)pyridin-2-yl)methyl)(4-methoxybenzyl)amino)propyl)piperidine-1-carboxylate